ClC1=C(C(=O)NNC(=O)OC[C@]2([C@@H](N3C(C[C@H]3S2(=O)=O)=O)C(=O)O)C)C=C(C(=C1O)O)Cl (2S,3R,5R)-3-(((2-(2,5-dichloro-3,4-dihydroxybenzoyl)hydrazinecarbonyl)oxy)methyl)-3-methyl-7-oxo-4-thia-1-azabicyclo[3.2.0]heptane-2-carboxylic acid 4,4-dioxide